C(C)(C)(C)OC(=O)OC[C@@H]1[C@H]([C@H]([C@](O1)(C#N)C1=CC=C2C(=NC=NN21)NC(OC(C)C)=O)O)O Isopropyl (7-((2R,3R,4S,5R)-5-(((tert-butoxycarbonyl)oxy)methyl)-2-cyano-3,4-dihydroxytetrahydrofuran-2-yl)pyrrolo[2,1-f][1,2,4]triazin-4-yl)carbamate